ClC=1C=C(C=C(C1)C(F)(F)F)CC(=O)N1CCN(CC1)C=1C=CC=2N(N1)C=NN2 2-[3-chloro-5-(trifluoromethyl)phenyl]-1-(4-{[1,2,4]triazolo[4,3-b]pyridazin-6-yl}piperazin-1-yl)ethan-1-one